6-chloro-3-(methyl-sulfonyl)-1-(tetrahydro-2H-pyran-2-yl)-1H-pyrazolo[4,3-c]pyridine ClC1=CC2=C(C=N1)C(=NN2C2OCCCC2)S(=O)(=O)C